C(C)(C)(C)OC(=O)N(C([O-])=O)C=1C=NC=C(C1C)C=1C=C2C=C(N=NC2=C(C1)Cl)NC1=NN2CC(N(CCC2=C1)C(C)C)=O tert-butoxycarbonyl-N-[5-[8-chloro-3-[(6-isopropyl-7-oxo-5,8-dihydro-4H-pyrazolo[1,5-d][1,4]diazepin-2-yl)amino]cinnolin-6-yl]-4-methyl-3-pyridyl]carbamate